BrC=1C=C(C=CC1)C(=O)C1=NN=CN1C (3-bromophenyl)-(4-methyl-4H-1,2,4-triazol-3-yl)methanone